The molecule is a singly-charged organic cation obtained by protonation of 4-fluoro-N-{2-[4-(7-methoxynaphthalen-1-yl)piperazin-1-yl]ethyl}benzamide. It is an ammonium ion derivative and an organic cation. It is a conjugate acid of a 4-fluoro-N-{2-[4-(7-methoxynaphthalen-1-yl)piperazin-1-yl]ethyl}benzamide. [H+].COC1=CC2=C(C=CC=C2N3CCN(CC3)CCNC(=O)C4=CC=C(C=C4)F)C=C1